BrCCCCCOC=1C(=CC2=C(NC[C@H]3N(C2=O)CC2(CC2)C3)C1)OC (S)-8-((5-bromopentyl)oxy)-7-methoxy-1,10,11,11a-tetrahydro-3H,5H-spiro[benzo[e]pyrrolo[1,2-a][1,4]diazepine-2,1'-cyclopropane]-5-one